(16S)-18-benzyl-12-(2,6-dimethylphenyl)-15-oxa-8λ6-thia-1,9,11,18,22-pentaazatetracyclo[14.4.1.13,7.110,14]tricosa-3(23),4,6,10,12,14(22)-hexaene-2,8,8-trione C(C1=CC=CC=C1)N1C[C@@H]2OC=3C=C(N=C(NS(C4=CC=CC(C(N(CC1)C2)=O)=C4)(=O)=O)N3)C3=C(C=CC=C3C)C